(R)-(4-(2,2-difluoro-7-((5-methoxy-7-methyl-1H-indol-4-yl)methyl)-7-azaspiro[3.5]nonan-6-yl)benzoyl)glycine FC1(CC2(C1)C[C@@H](N(CC2)CC2=C1C=CNC1=C(C=C2OC)C)C2=CC=C(C(=O)NCC(=O)O)C=C2)F